tert-butyl 4-(2-methoxy-5-methyl-4-(4,4,5,5-tetramethyl-1,3,2-dioxaborolan-2-yl)phenyl)piperazine-1-carboxylate COC1=C(C=C(C(=C1)B1OC(C(O1)(C)C)(C)C)C)N1CCN(CC1)C(=O)OC(C)(C)C